C(C)[C@]1(C(OCC=2C(N3CC=4C(=NC=5C=C(C(=C6C5C4[C@@](CC6)(C)O)C)F)C3=CC21)=O)=O)O (1S,9S)-9-ethyl-5-fluoro-1,9-dihydroxy-1,4-dimethyl-2,3,12,15-tetrahydrobenzo[de]pyrano[3',4':6,7]indolizino[1,2-b]quinoline-10,13(1H,9H)-dione